2-hydroxy-2,2-diphenylacetic acid-1-benzylpiperidin-4-yl ester C(C1=CC=CC=C1)N1CCC(CC1)OC(C(C1=CC=CC=C1)(C1=CC=CC=C1)O)=O